2-(2-(iso-Butyl(4-methyl-4'-(2-(4-methylpiperazin-1-yl)ethyl)-[1,1'-biphenyl]-3-yl)amino)thiazol-4-yl)pyrimidine-4,6-diamine C(C(C)C)N(C=1SC=C(N1)C1=NC(=CC(=N1)N)N)C=1C=C(C=CC1C)C1=CC=C(C=C1)CCN1CCN(CC1)C